C(CCCCCCCCCCCCC)OC[C@@H](OCC1=CC=CC=C1)CO 1-O-tetradecyl-2-O-benzyl-sn-glycerol